(2S,4r)-N-[(4-cyclopropyl-2-methyl-pyrazol-3-yl)methyl]-1-[(2S)-2-(4-cyclopropyl-triazol-1-yl)-3,3-dimethyl-butyryl]-4-hydroxy-pyrrolidine-2-carboxamide C1(CC1)C1=C(N(N=C1)C)CNC(=O)[C@H]1N(C[C@@H](C1)O)C([C@H](C(C)(C)C)N1N=NC(=C1)C1CC1)=O